7-(piperazin-1-yl)chroman N1(CCNCC1)C1=CC=C2CCCOC2=C1